OC(=O)C(F)(F)F.FC=1C=C2C(=NC1)NN=C2C=O (5-fluoro-1H-pyrazolo[3,4-b]pyridin-3-yl)methanone TFA salt